3-hydroxy-3-methylbutyl-4-(isopropylamino)-7-methyl-6-(1H-pyrazol-4-yl)quinoline-3-carboxamide OC(CCC1=NC2=CC(=C(C=C2C(=C1C(=O)N)NC(C)C)C=1C=NNC1)C)(C)C